(R)-1-((7-Cyano-2-(3'-(2-(difluoromethyl)-7-(((R)-3-hydroxypyrrolidin-1-yl)methyl)pyrido[3,2-d]pyrimidin-4-ylamino)-2,2'-dimethylbiphenyl-3-yl)benzo[d]oxazol-5-yl)methyl)pyrrolidin C(#N)C1=CC(=CC=2N=C(OC21)C=2C(=C(C=CC2)C2=C(C(=CC=C2)NC=2C1=C(N=C(N2)C(F)F)C=C(C=N1)CN1C[C@@H](CC1)O)C)C)CN1CCCC1